NC1=C(C=C(C=N1)NC(C(=O)N(C1COC2=C1C=CC(=C2)C(F)(F)F)C(C)C=2SC=CN2)=O)C N1-(6-amino-5-methylpyridin-3-yl)-N2-(1-(thiazol-2-yl)ethyl)-N2-(6-(trifluoromethyl)-2,3-dihydrobenzofuran-3-yl)oxalamide